3-((tert-butyl-(dimethyl)silyl)oxymethyl)aniline C(C)(C)(C)[Si](OCC=1C=C(N)C=CC1)(C)C